Cl.C1(=CC=CC=C1)[C@@H]1CN(CCN1)C(=O)OC(C)(C)C tert-butyl (3R)-3-phenylpiperazine-1-carboxylate hydrochloride